tertiary butyldiphenyl-silane C(C)(C)(C)[SiH](C1=CC=CC=C1)C1=CC=CC=C1